C(C(C)(C)C)NC(C=C)=O N-neopentyl-acrylamide